6-(5-cyano-1H-pyrrolo[2,3-b]pyridin-1-yl)-N-(1-((5-(2,6-dioxopiperidin-3-yl)-2-fluoropyridin-3-yl)methyl)piperidin-4-yl)-4-(isopropylamino)nicotinamide C(#N)C=1C=C2C(=NC1)N(C=C2)C2=NC=C(C(=O)NC1CCN(CC1)CC=1C(=NC=C(C1)C1C(NC(CC1)=O)=O)F)C(=C2)NC(C)C